(3S)-1-[2-[4-(2-chlorophenyl)-2-oxo-chromen-7-yl]oxybutanoyl]piperidine ClC1=C(C=CC=C1)C1=CC(OC2=CC(=CC=C12)OC(C(=O)N1CCCCC1)CC)=O